N,N-bis(4-methoxybenzyl)-2-oxo-1,2-dihydropyridine-4-sulfonamide COC1=CC=C(CN(S(=O)(=O)C2=CC(NC=C2)=O)CC2=CC=C(C=C2)OC)C=C1